1-[(6-chloropyridin-3-yl)sulfonyl]-2,3-dihydro-1H-pyrrole ClC1=CC=C(C=N1)S(=O)(=O)N1CCC=C1